O=C1NC(CC[C@@H]1C1=CC=C(C=C1)N1CCC(CC1)C=O)=O |r| rac-1-{4-[(3R)-2,6-dioxopiperidin-3-yl]phenyl}piperidine-4-carbaldehyde